(S,2R)-N'-((1,2,3,5,6,7-hexahydro-s-indacen-4-yl)carbamoyl)-4-phenylbutane-2-sulfonimidamide C1CCC2=C(C=3CCCC3C=C12)NC(=O)N=[S@@](=O)(N)[C@H](C)CCC1=CC=CC=C1